bicyclo[2.2.2]oct-2-ene-2,3-dicarboxylic anhydride C12C3=C(C(CC1)CC2)C(=O)OC3=O